5-ethyl-6-fluoro-naphthalene-2-ol C(C)C1=C2C=CC(=CC2=CC=C1F)O